4-(2-chloro-5-fluoro-3-((3R,9aS)-3-(2-oxo-6-(trifluoromethyl)-1,2-dihydropyridin-3-yl)octahydropyrazino[2,1-c][1,4]oxazine-8-carbonyl)phenyl)-1H-pyrrole-2-carbonitrile ClC1=C(C=C(C=C1C(=O)N1C[C@H]2CO[C@@H](CN2CC1)C=1C(NC(=CC1)C(F)(F)F)=O)F)C=1C=C(NC1)C#N